5-[3-(5-Fluoro-2-pyridyl)-1-methyl-pyrazol-4-yl]-1,2,3,4-tetrahydro-1,8-naphthyridine FC=1C=CC(=NC1)C1=NN(C=C1C1=C2CCCNC2=NC=C1)C